OC=1C=C(C=CC1OC)/C=C/C(=O)N[C@@H](CCC(=O)OCC)C(=O)OCC Diethyl (E)-(3-(3-hydroxy-4-methoxyphenyl)acryloyl)-L-glutamate